2-(1-(6-(2,4-dioxo-1,2,3,4-tetrahydropyrimidin-5-yl)imidazo[1,2-b]pyridazin-8-yl)-4,4-difluoropyrrolidin-3-yl)-N-isopropylacetamide O=C1NC=C(C(N1)=O)C=1C=C(C=2N(N1)C=CN2)N2CC(C(C2)(F)F)CC(=O)NC(C)C